ClC1=C(OCC=2C=C(C(=O)OC)C=C(C2)C)C=CC(=C1)C(F)(F)F methyl 3-((2-chloro-4-(trifluoromethyl) phenoxy) methyl)-5-methylbenzoate